CS(=O)(=O)C1=NC=C(C=N1)C#CCCCC(=O)NCC#C 6-(2-(methylsulfonyl)pyrimidin-5-yl)-N-(prop-2-yn-1-yl)-Hex-5-ynamide